(5r,6s,7s)-3a-(4-fluoro-3-((5-chloro-3-methylbenzo[b]thiophen-2-yl)methyl)phenyl)-5-(hydroxymethyl)-2-methyl-5,6,7,7a-tetrahydro-3aH-pyrano[2,3-d]oxazole-6,7-diol FC1=C(C=C(C=C1)C12N=C(OC1[C@H]([C@@H]([C@H](O2)CO)O)O)C)CC2=C(C1=C(S2)C=CC(=C1)Cl)C